NC=1N=CC(=NC1Cl)C=1C=C(C=CC1C([2H])([2H])[2H])C(C(F)(F)F)(C(C)O)O 2-(3-(5-Amino-6-chloropyrazin-2-yl)-4-(methyl-d3)phenyl)-1,1,1-trifluorobutane-2,3-diol